ClC=1C=C(C=C(C1)B1OC(C(O1)(C)C)(C)C)C1N(CCOC1)C(=O)OC(C)(C)C tert-butyl 3-(3-chloro-5-(4,4,5,5-tetramethyl-1,3,2-dioxaborolan-2-yl)phenyl)morpholine-4-carboxylate